6-bromoquinoline BrC=1C=C2C=CC=NC2=CC1